2-(((2R,3S,4R,5R)-5-(6-amino-2-chloro-9H-purin-9-yl)-3-ethynyl-3,4-dihydroxytetrahydrofuran-2-yl)methoxy)-2-(4-(3-methyl-2-oxotetrahydropyrimidin-1(2H)-yl)benzyl)malonic acid NC1=C2N=CN(C2=NC(=N1)Cl)[C@H]1[C@@H]([C@@]([C@H](O1)COC(C(=O)O)(C(=O)O)CC1=CC=C(C=C1)N1C(N(CCC1)C)=O)(O)C#C)O